8-((6-bromopyridin-3-yl)oxy)-[1,3]dioxolo[4,5-G]quinoline BrC1=CC=C(C=N1)OC1=CC=NC=2C=C3C(=CC12)OCO3